5-({4-[(benzylamino)methyl]-2-thienyl}carbonyl)pyrimidin C(C1=CC=CC=C1)NCC=1C=C(SC1)C(=O)C=1C=NC=NC1